CN1N=CC=2C1=C(N=NC2)N[C@H]2CN(CCC2)C 1-methyl-7-{[(3R)-1-methylpiperidin-3-yl]amino}-1H-pyrazolo[3,4-d]pyridazin